iron carbon (i) ethyl 3-hydroxy-5,6,7,8-tetrahydrocinnoline-4-carboxylate OC=1N=NC=2CCCCC2C1C(=O)OCC.[C+].[Fe+2]